tert-butyl (3-(4-(2-(4-((3-(dimethylcarbamoyl)-1,2,4-oxadiazole-5-yl)methoxy)phenyl)propan-2-yl)phenoxy)propyl)carbamate CN(C(=O)C1=NOC(=N1)COC1=CC=C(C=C1)C(C)(C)C1=CC=C(OCCCNC(OC(C)(C)C)=O)C=C1)C